3-{m-[m-(5-phenyl-3-{m-[m-(3-pyridyl)phenyl]phenyl}phenyl)phenyl]phenyl}pyridine C1(=CC=CC=C1)C=1C=C(C=C(C1)C=1C=C(C=CC1)C=1C=C(C=CC1)C=1C=NC=CC1)C1=CC(=CC=C1)C1=CC(=CC=C1)C=1C=NC=CC1